C(=O)(C=C)C(C(=O)N)=C acryl-acrylamid